methyl-1-fluoro-5-oxo-6,7,8,9-tetrahydro-5H-benzo[7]annulene CC=1C=CC2=C(CCCCC2=O)C1F